N-(2-fluorophenyl)-[1,2,4]triazolo[4,3-a]pyridin-3-amine FC1=C(C=CC=C1)NC1=NN=C2N1C=CC=C2